The molecule is a UDP-amino sugar that is UDP-N-acetyl-D-glucosamine having an beta-D-galactose-1-phospho moiety attached at position 6. It derives from an UDP-D-glucosamine. It is a conjugate acid of an UDP-N-acetyl-6-(D-galactose-1-phosphonato)-D-glucosamine(3-). CC(=O)N[C@@H]1[C@H]([C@@H]([C@H](OC1OP(=O)(O)OP(=O)(O)OC[C@@H]2[C@H]([C@H]([C@@H](O2)N3C=CC(=O)NC3=O)O)O)COP(=O)(O)O[C@H]4[C@@H]([C@H]([C@H]([C@H](O4)CO)O)O)O)O)O